methyltetrazine CC=1N=NN=NC1